COC[C@H]1N(CCC1)CC1=C2C(=NC(=C1)C=1C=C3CN(C(C3=CC1)=O)C1C(NC(CC1)=O)=O)N(C=C2)C2COC2 3-(5-(4-(((S)-2-(methoxymethyl)pyrrolidin-1-yl)methyl)-1-(oxetan-3-yl)-1H-pyrrolo[2,3-b]pyridin-6-yl)-1-oxoisoindolin-2-yl)piperidine-2,6-dione